1-((3-(5-(pyrazin-2-yl)-4,5-dihydro-1H-pyrazole-1-carbonyl)bicyclo[1.1.1]-pentan-1-yl)methyl)-1H-pyrazole-4-carbonitrile N1=C(C=NC=C1)C1CC=NN1C(=O)C12CC(C1)(C2)CN2N=CC(=C2)C#N